N-(5-((5-cyano-4-(1-cyclopropyl-6-fluoro-1H-indol-3-yl)pyrimidin-2-yl)amino)-2-((2-(Dimethylamino)ethyl)(methyl)amino)-4-methoxyphenyl)acrylamide C(#N)C=1C(=NC(=NC1)NC=1C(=CC(=C(C1)NC(C=C)=O)N(C)CCN(C)C)OC)C1=CN(C2=CC(=CC=C12)F)C1CC1